FC=1C=C2C(=NC=NC2=CC1F)N1CC=2C=C(C=NC2CC1)N1CC(N(CC1)C)=O 4-(6-(6,7-difluoroquinazolin-4-yl)-5,6,7,8-tetrahydro-1,6-naphthyridin-3-yl)-1-methylpiperazin-2-one